1-(5-(4-iodo-1-methyl-1H-pyrazole-5-yl)-2H-tetrazol-2-yl) isobutyrate C(C(C)C)(=O)ON1N=C(N=N1)C1=C(C=NN1C)I